3-(methyl)acryloxypropyldiethoxymethylsilane CC=CC(=O)OCCC[SiH2]C(OCC)OCC